[(2S,4R)-9-(difluoromethyl)-5,5-difluoro-7,8-diazatricyclo[4.3.0.02,4]nona-1(6),8-dien-7-yl]acetamide FC(C1=NN(C=2C([C@@H]3C[C@@H]3C12)(F)F)CC(=O)N)F